O1C=NC2=C1C=C(C=C2)\C=C\2/N=C(NC2=O)N[C@H]2[C@@H](CCC2)OC (4Z)-4-(1,3-benzoxazol-6-ylmethylene)-2-[[(1R,2R)-2-methoxycyclopentyl]amino]-1H-imidazol-5-one